N1C[C@H](CCC1)NC(OCC1=CC=CC=C1)=O benzyl (3S)-piperidin-3-ylcarbamate